COC1=C(C=C(C=C1)C(=O)N1CCC(CC1)COCCC1CCNCC1)N1C(NC(CC1)=O)=O 1-(2-methoxy-5-(4-((2-(Piperidin-4-yl)ethoxy)methyl)piperidine-1-carbonyl)phenyl)dihydropyrimidine-2,4(1H,3H)-dione